3-(1-Menthoxy)-1,2-propandiol C1(CCC(CC1)C(C)C)(C)OCC(CO)O